C12CN(CC(N1)C2)C=2OC1=C(N2)C(=CC=C1C=1SC=CN1)C(C(F)F)OCC(C)(O)C 1-(1-(2-(3,6-diazabicyclo[3.1.1]heptan-3-yl)-7-(thiazol-2-yl)benzo[d]oxazol-4-yl)-2,2-difluoroethoxy)-2-methylpropan-2-ol